O=S1(CCC(CC1)C(=O)OCCCN1N=C(C=2C(NCC3(CCOCC3)CC21)=O)CC)=O 3-(3-ethyl-4-oxo-spiro[6,8-dihydro-5H-pyrazolo[4,3-c]azepine-7,4'-tetrahydropyran]-1-yl)propyl 1,1-dioxothiane-4-carboxylate